ClC1=CC(=C(C(=N1)C[C@@]1(C[C@H](N(CC1)C(=O)OC(C)(C)C)C)C(=O)OC(C)(C)C)F)C=C di-tert-butyl (2R,4R)-4-((6-chloro-3-fluoro-4-vinylpyridin-2-yl)methyl)-2-methylpiperidine-1,4-dicarboxylate